(2-(1-(hydroxymethyl)-2,6-dioxopiperidin-3-yl)-3-oxoisoindol-5-yl)methyl(3-(pentafluoro-λ6-sulfanyl)phenyl)carbamate OCN1C(C(CCC1=O)N1CC2=CC=C(C=C2C1=O)OC(N(C1=CC(=CC=C1)S(F)(F)(F)(F)F)C)=O)=O